2-ethyl-7-methyl-6-nitro-[1,2,4]triazolo[1,5-a]pyridine C(C)C1=NN2C(C=C(C(=C2)[N+](=O)[O-])C)=N1